C(C)[C@H]1N(C[C@@H](N(C1)C=1C=2N(N(C(C1)=O)C)C=C(N2)CC#N)C)C(C)C=2C=C1N=CC=NC1=CC2 8-((2S,5R)-5-ethyl-2-methyl-4-(1-(quinoxalin-6-yl)ethyl)piperazin-1-yl)-5-methyl-6-oxo-5,6-dihydroimidazo[1,2-b]pyridazin-2-yl-acetonitrile